C(C)(=O)OC=1C(C(=CN2NC3N(C(C21)=O)CCOC3)P(=O)(C)C)=O 9-(dimethylphosphoryl)-6,8-dioxo-3,4,6,8,12,12a-hexahydro-1H-[1,4]oxazino[3,4-c]pyrido[2,1-f][1,2,4]triazin-7-yl acetate